gold (III) tetrabromide [Au-](Br)(Br)(Br)Br